1,4,5,8-tetrakis(R-phenylamino)anthracene-9,10-dione C1(=CC=CC=C1)NC1=CC=C(C=2C(C3=C(C=CC(=C3C(C12)=O)NC1=CC=CC=C1)NC1=CC=CC=C1)=O)NC1=CC=CC=C1